BrC=1C=C(C=CC1)N1C(NC(C(C1=O)=CC=1OC=CC1)=O)=O 1-(3-bromophenyl)-5-(furan-2-ylmethylene)pyrimidine-2,4,6(1H,3H,5H)-trione